[2-(3,4-epoxycyclohexyl)ethyl](ethyl)dimethoxysilane C1(CC2C(CC1)O2)CC[Si](OC)(OC)CC